C1(CC1)CN1CC[C@]23CCN(CC[C@]2([C@H]1CC1=CC=C(C=C13)O)O)CCN1CCCCC1 (5aS,6R,11bS)-14-(cyclopropylmethyl)-3-(2-(piperidin-1-yl)ethyl)-2,3,4,5,6,7-hexahydro-6,11b-(epiminoethano)naphtho[1,2-d]azepine-5a,10(1H)-diol